bis(para-isocyano-cyclohexyl) sulfide [N+](#[C-])C1CCC(CC1)SC1CCC(CC1)[N+]#[C-]